C12(CC(C1)C2)C2=CC=C(C=C2)N2N=C1CCN(C[C@H]3C1=C2CCN3C(=O)C3=CC=C(C=2NC=NC23)Br)C(C=C)=O |r| racemic-1-(2-(4-(bicyclo[1.1.1]pentan-1-yl)phenyl)-5-(7-bromo-1H-benzo[d]imidazole-4-carbonyl)-2,3,4,5,5a,6,8,9-octahydro-7H-1,2,5,7-tetraazabenzo[cd]azulen-7-yl)prop-2-en-1-one